N1(CCC1)C(=O)N1[C@H]([C@H](CC1)NC(=O)C1(CC1)OC)CC=1N=C(SC1)C1=CC(=CC=C1)F N-[(2S,3S)-1-(azetidine-1-carbonyl)-2-{[2-(3-fluorophenyl)-1,3-thiazol-4-yl]methyl}pyrrolidin-3-yl]-1-methoxycyclopropane-1-carboxamide